CC1=CC(C(C(C1)C)C=O)C 1,3,5-trimethyl-cyclohex-1-ene-4-carbaldehyde